glycine zirconium phosphonate P([O-])([O-])=O.[Zr+4].NCC(=O)O.P([O-])([O-])=O